O=C1N(CC2=NC(=CC=C21)N2CCNCC2)C2CNCCC2 3-(5-oxo-2-(piperazin-1-yl)-5,7-dihydro-6H-pyrrolo[3,4-b]pyridin-6-yl)piperidine